2-(4-(5-(1-oxo-5-(piperidin-1-yl)-1,3-dihydro-2H-isoindol-2-yl)-1H-benzimidazol-2-yl)phenoxy)-N-propylacetamide O=C1N(CC2=CC(=CC=C12)N1CCCCC1)C1=CC2=C(NC(=N2)C2=CC=C(OCC(=O)NCCC)C=C2)C=C1